N1C=CC2=C(C=CC=C12)CNC(C1=CC=C(C=C1)NC(CSC1=NC2=C(N1)C=CC=C2)=O)=O N-[(1H-indol-4-yl)methyl]-4-{[(1H-benzimidazol-2-yl)thio]acetamido}benzamide